3-Caffeoyl-1,5-quinolactone C1[C@@H]2[C@@H]([C@@H](C[C@]1(C(=O)O2)O)OC(=O)/C=C/C3=CC(=C(C=C3)O)O)O